BrC1=C(C=CC(=C1)Cl)N1C(CCC1CO)=O 1-(2-bromo-4-chloro-phenyl)-5-(hydroxymethyl)pyrrolidin-2-one